3-oxabicyclo[3.1.0]hexane C12COCC2C1